2-methoxy-6-methylpyridin-4-amine COC1=NC(=CC(=C1)N)C